3-(4-amino-5-(4-fluoro-1-(2-(2-fluoro-5-(tri-fluoromethyl)phenyl)-acetyl)indolin-5-yl)-7H-pyrrolo[2,3-d]pyrimidin-7-yl)propanoic acid NC=1C2=C(N=CN1)N(C=C2C=2C(=C1CCN(C1=CC2)C(CC2=C(C=CC(=C2)C(F)(F)F)F)=O)F)CCC(=O)O